C(C1=CC=CC=C1)C1=CC=C(OCC(CNC\C=C\C2=C(C=CC=C2)OC)O)C=C1 (E)-1-(4-benzylphenoxy)-3-((3-(2-methoxyphenyl)allyl)amino)propan-2-ol